C[C@H]1N(C[C@@H](N(C1)C1=NC=C(N=C1)C(F)(F)F)C)C(=O)OC1(CC2(CN(C2)CC2=CC=CC=C2)C1)C 2-benzyl-6-methyl-2-azaspiro[3.3]heptan-6-yl (2R,5S)-2,5-dimethyl-4-[5-(trifluoromethyl)pyrazin-2-yl]piperazine-1-carboxylate